OC1=C(OC=CC1=O)\C=C\C1=CC=C(C=C1)C (E)-3-hydroxy-2-(4-methylstyryl)-4H-pyran-4-one